2'-chloro-3'-fluoro-N-(5-(((1S,3R)-3-hydroxycyclohexyl)oxy)-1,3,4-thiadiazol-2-yl)-5'-methoxy-6-methyl-(4,4'-bipyridine)-3-carboxamide ClC1=NC=C(C(=C1F)C1=C(C=NC(=C1)C)C(=O)NC=1SC(=NN1)O[C@@H]1C[C@@H](CCC1)O)OC